7-bromo-2-chloro-8-fluoro-N,N-dimethyl-quinazolin-4-amine BrC1=CC=C2C(=NC(=NC2=C1F)Cl)N(C)C